(2S,3R,4R)-1-acetyl-N,2-diethyl-3-methyl-4-((4-methylpyrimidin-2-yl)amino)-1,2,3,4-tetrahydroquinoline-6-carboxamide C(C)(=O)N1[C@H]([C@@H]([C@H](C2=CC(=CC=C12)C(=O)NCC)NC1=NC=CC(=N1)C)C)CC